2-diazo-4,6-dinitrophenol [N+](=[N-])=C1C(C(=CC(=C1)[N+](=O)[O-])[N+](=O)[O-])O